(+)-(1S,2S,3S)-2,6,6-trimethyl-bicyclo[3.1.1]heptane-3-spiro-2'-cyclohexen-4'-one C[C@H]1[C@H]2C(C(C[C@@]13C=CC(CC3)=O)C2)(C)C